bis(2-hydroxyethyl)-methyl-octadecyl-ammonium bis(trifluoromethanesulfonyl)imide [N-](S(=O)(=O)C(F)(F)F)S(=O)(=O)C(F)(F)F.OCC[N+](CCCCCCCCCCCCCCCCCC)(C)CCO